methoxydimethyl-{2-[(oxiran-2-yl)methoxy]ethyl}silane CO[Si](CCOCC1OC1)(C)C